R or S-binaphthalene C1(=CC=CC2=CC=CC=C12)C1=CC=CC2=CC=CC=C12